FC=1C(=C(C=CC1F)NC1=C(C(=O)O)C=C(C(=C1)C(F)(F)F)F)I ((3,4-difluoro-2-iodophenyl)amino)-5-fluoro-4-(trifluoromethyl)benzoic acid